S1C(=CC=C1)CNC=1C=CC=2N(N1)C(=CN2)C2=CC=C(C=C2)CO [4-[6-(2-thienylmethyl-amino)imidazo[1,2-b]pyridazin-3-yl]phenyl]methanol